O1N=NC2=C1C=CC=N2 azaazaazabenzofurane